COC=1C=C(N)C=C(C1)S(=O)(=O)C 3-Methoxy-5-(methylsulfonyl)-anilin